OC(CN(CCCC(=O)OCCN1CCN(CC1)CCSSC1=NC=CC=C1)CC(CCCCCCCCCCCC)O)CCCCCCCCCCCC 2-(4-(2-(Pyridin-2-yldisulfaneyl)ethyl)piperazin-1-yl)ethyl 4-(bis(2-hydroxytetradecyl)amino)butanoate